10-Methacryloyloxydecyldihydrogensulfat C(C(=C)C)(=O)OCCCCCCCCCCOS(=O)(=O)O